BrC1=CC=C(S1)C[C@@]1([C@H](O)[C@H](O)[C@@H](CO)O1)N1C=NC=2C(N)=NC=NC12 [(5-bromothien-2-yl)methyl]adenosine